BrC1=CC=C2C=C(C(=NC2=C1)C(=O)O)C(=O)O 7-bromoquinoline-2,3-dicarboxylic acid